ClC1=C2C(=NC=C1)N(N=C2CNC(OC(C)(C)C)=O)C2=CC=C(C=C2)OC(F)(F)F tert-butyl N-[[4-chloro-1-[4-(trifluoromethoxy)phenyl]pyrazolo[3,4-b]pyridin-3-yl]methyl]carbamate